(R)-2-(3-(4-amino-3-(6-(4-methoxyphenoxy)pyridin-3-yl)-1H-pyrazolo[3,4-d]pyrimidin-1-yl)piperidine-1-carbonyl)-3-cyclopropylacrylonitrile NC1=C2C(=NC=N1)N(N=C2C=2C=NC(=CC2)OC2=CC=C(C=C2)OC)[C@H]2CN(CCC2)C(=O)C(C#N)=CC2CC2